O=C1CCC12CNCC2 1-oxo-6-azaspiro[3.4]octane